C(C)(C)(C)NC(CN(C)C=1C2=C(N=C(N1)C1=NC=C(N=C1)O)CCC2)=O N-tert-butyl-2-{[2-(5-hydroxypyrazin-2-yl)-5H,6H,7H-cyclopenta[d]pyrimidin-4-yl](methyl)amino}acetamide